2-[[3-(azetidin-3-yl)-1-bicyclo[1.1.1]pentanyl]sulfonyl]-5-(trifluoromethyl)pyridine N1CC(C1)C12CC(C1)(C2)S(=O)(=O)C2=NC=C(C=C2)C(F)(F)F